methyl 3-bromo-1H-indole-6-carboxylate BrC1=CNC2=CC(=CC=C12)C(=O)OC